[Zr].C(C)(=O)CC(C)=O acetylacetone zirconium